NC1=CC(=C2N3CCC[C@H]3CCCCCC(C3=NN=C(C1=N2)O3)(O)C(F)(F)F)S(=O)C3=CC=C(C=C3)OC(F)(F)F (12R)-20-amino-18-[4-(trifluoromethoxy)benzenesulfinyl]-6-(trifluoromethyl)-22-oxa-3,4,16,21-tetraazatetracyclo[15.3.1.12,5.012,16]docosa-1(21),2,4,17,19-pentaen-6-ol